2-bromo-4-(methoxymethoxy)pyridine BrC1=NC=CC(=C1)OCOC